ethyl rac-2-[2-[2-bromo-4-fluoro-5-[3-methyl-2,6-dioxo-4-(trifluoromethyl)pyrimidin-1-yl]phenoxy]phenoxy]-2-methoxy-acetate BrC1=C(OC2=C(O[C@H](C(=O)OCC)OC)C=CC=C2)C=C(C(=C1)F)N1C(N(C(=CC1=O)C(F)(F)F)C)=O |r|